4-(4-((1s,2r,4r)-2-amino-4-(hydroxymethyl)cyclopentyl)phenyl)-7-(4-(trifluoromethyl)phenyl)-2-naphthoic acid N[C@H]1[C@@H](C[C@H](C1)CO)C1=CC=C(C=C1)C1=CC(=CC2=CC(=CC=C12)C1=CC=C(C=C1)C(F)(F)F)C(=O)O